C1OC[C@@H]2C1=CNC2 (3aR,6aS)-tetrahydro-1H-furo[3,4-c]pyrrole